1-(4-(2-(4-methoxyphenyl)butan-2-yl)thiazol-2-yl)-3-(1-(4-(piperazin-1-yl)phenyl)ethyl)urea COC1=CC=C(C=C1)C(C)(CC)C=1N=C(SC1)NC(=O)NC(C)C1=CC=C(C=C1)N1CCNCC1